(4-(2-(methoxycarbonyl)phenoxy)butanoyl)glycine COC(=O)C1=C(OCCCC(=O)NCC(=O)O)C=CC=C1